methyl (R)-2-((1-(2-(3,3-difluoropyrrolidin-1-yl)-3,6-dimethyl-4-oxo-3,4-dihydroquinazolin-8-yl)ethyl)amino)benzoate FC1(CN(CC1)C1=NC2=C(C=C(C=C2C(N1C)=O)C)[C@@H](C)NC1=C(C(=O)OC)C=CC=C1)F